3-(5-(hydroxycarbamoyl)pyridin-3-yl)phenyl heptylcarbamate C(CCCCCC)NC(OC1=CC(=CC=C1)C=1C=NC=C(C1)C(NO)=O)=O